ClC=1C(=NC2=CC(=C(N=C2C1N[C@H](C)C1=C(C=CC(=C1)F)F)C=1C=NC(=CC1)P(=O)(C)C)F)C 3-chloro-N-[(1R)-1-(2,5-difluorophenyl)ethyl]-6-[6-(dimethylphosphoryl)pyridin-3-yl]-7-fluoro-2-methyl-1,5-naphthyridin-4-amine